OCC(C)(C)NC(=O)C=1C=2C[C@@H]3[C@H](C2N(N1)C1=NC=C(N=C1)C)C3 (1aR,5aR)-2-(5-Methyl-pyrazin-2-yl)-1a,2,5,5a-tetrahydro-1H-2,3-diaza-cyclopropa[a]pentalene-4-carboxylic acid (2-hydroxy-1,1-dimethyl-ethyl)-amide